3-(cyanomethyl)-N-{cis-3-[methyl-(7H-pyrrolo[2,3-d]pyrimidin-4-yl)amino]cyclobutyl}cyclobutanesulfonamide C(#N)CC1CC(C1)S(=O)(=O)N[C@@H]1C[C@@H](C1)N(C=1C2=C(N=CN1)NC=C2)C